5-(3-trifluoromethylphenyl)furan-3-carbonyl chloride FC(C=1C=C(C=CC1)C1=CC(=CO1)C(=O)Cl)(F)F